tert-butyl N-[[2-[4-[(5-cyclopropyl-1H-pyrazol-3-yl)amino]pyrimidin-2-yl]-2-azabicyclo[2.2.2]octan-4-yl]methyl]carbamate C1(CC1)C1=CC(=NN1)NC1=NC(=NC=C1)N1C2CCC(C1)(CC2)CNC(OC(C)(C)C)=O